[SH+]1SSSSSSC=C1 hepta-thioninium